CC1=CC=CC(=N1)C1=C(N=CN1)C=1C=C2C=C(C=NC2=CC1)C1=CC=C(S1)C(=O)OCCN1CCNCC1 2-piperazin-1-ylethyl 5-[6-[5-(6-methyl-2-pyridyl)-1H-imidazol-4-yl]-3-quinolyl]thiophene-2-carboxylate